yttrium tris(butylcyclopentadienyl)yttrium C(CCC)C1(C=CC=C1)[Y](C1(C=CC=C1)CCCC)C1(C=CC=C1)CCCC.[Y]